C(CCC)N(C(=O)OCC1=C(SC(=C1)Cl)C1=NC=C(C(=N1)C)O[C@@H]1C[C@H](CCC1)C(=O)O)C (1S,3S)-3-((2-(3-(((butyl(methyl)carbamoyl)oxy)methyl)-5-chlorothiophen-2-yl)-4-methylpyrimidine-5-yl)oxy)cyclohexane-1-carboxylic acid